CC1=CC=C(C=C1)S(=O)(=O)OC[C@H]1OC1 (S)-oxiran-2-ylmethyl 4-methylbenzenesulfonate